C(C)C1=C(C=2C=C3C(=C(C(=CC=4[C@H]([C@@H](C(=C(C5=CC(=C(N5)C=C1N2)C)C)N4)CCC(=O)O)C)N3)C)C=C)C 3-((7S,8S)-18-ethyl-2,5,8,12,17-pentamethyl-13-vinyl-7H,8H-porphyrin-7-yl)propanoic acid